methyl 2,3,4-tri-O-acetyl-6-O-tosyl-alpha-D-galactopyranoside C(C)(=O)O[C@H]1[C@@H](OC)O[C@@H]([C@@H]([C@@H]1OC(C)=O)OC(C)=O)COS(=O)(=O)C1=CC=C(C)C=C1